Methyl 4-(((2S,4S)-1-(tert-butoxycarbonyl)-2-methylpiperidin-4-yl)oxy)pyrimidine-2-carboxylate C(C)(C)(C)OC(=O)N1[C@H](C[C@H](CC1)OC1=NC(=NC=C1)C(=O)OC)C